N[C@H](C)C1=CC=C2C=C(N(C2=C1)CCCCCCCC(=O)O)C1=NC2=C(N1C)C(=CC(=C2)C(=O)OC(C)C)OC (R)-8-(6-(1-aminoethyl)-2-(5-(isopropoxycarbonyl)-7-methoxy-1-methyl-1H-benzo[d]imidazol-2-yl)-1H-indol-1-yl)octanoic acid